CN1N=C(N=C1C)N 1,5-dimethyl-1,2,4-triazol-3-amine